(6-(4-(2-(4-hydroxytetrahydro-2H-pyran-4-yl)phenyl)piperidin-1-yl)-2-azaspiro[3.4]octan-2-yl)methanone OC1(CCOCC1)C1=C(C=CC=C1)C1CCN(CC1)C1CC2(CN(C2)C=O)CC1